(E)-1-((2S,5R)-5-((5-((R)-2,2-difluorocyclopropyl)-7H-pyrrolo[2,3-d]pyrimidin-4-yl)amino)-2-methylpiperidin-1-yl)-4-(methylamino)but-2-en-1-one FC1([C@H](C1)C1=CNC=2N=CN=C(C21)N[C@@H]2CC[C@@H](N(C2)C(\C=C\CNC)=O)C)F